NC1=NC(=NC=C1)N1CC(C(CC1)O)(C)C 1-(4-aminopyrimidin-2-yl)-3,3-dimethylpiperidin-4-ol